2-((1H-pyrazol-3-yl)methyl)-6-(benzo[b]thiophen-5-ylsulfonyl)phthalazin-1(2H)-one N1N=C(C=C1)CN1C(C2=CC=C(C=C2C=N1)S(=O)(=O)C1=CC2=C(SC=C2)C=C1)=O